4-bromo-2-ethyl-2H-indazole BrC=1C2=CN(N=C2C=CC1)CC